C1CC(=O)N(C1=O)OC(=O)C2=C(C(=C(C(=C2F)F)N=[N+]=[N-])F)F N-Succinimidyl 4-Azido-2,3,5,6-tetrafluorobenzoate